COCCN1C(C(=CC=C1)CO)=O 1-(2-methoxyethyl)-3-(hydroxymethyl)pyridin-2(1H)-one